4-Bromo-7-(trifluoromethyl)quinoline BrC1=CC=NC2=CC(=CC=C12)C(F)(F)F